L-ascorbic acid, sodium salt [Na+].O=C1C(O)=C([O-])[C@H](O1)[C@@H](O)CO